FC=1C=C(C=CC1C(=O)N1CCN(CC1)C1=NC(=C(C=C1C)C)C)C1(C(NC(N1)=O)=O)C 5-{3-fluoro-4-[4-(3,5,6-trimethylpyridin-2-yl)piperazine-1-carbonyl]phenyl}-5-methylimidazolidine-2,4-dione